N(=[N+]=[N-])[C@@H](COC1=CC=C(C=C1)C(=O)N1C[C@H](CC1)C1=CC=C(C=C1)Cl)CN1N=NN=C1 (4-((R)-2-azido-3-(1H-tetrazol-1-yl)propoxy)phenyl)((R)-3-(4-chlorophenyl)pyrrolidin-1-yl)methanone